4,7-dichloro-1-isopropylpyrido[4,3-d]pyridazine ClC=1C2=C(C(=NN1)C(C)C)C=C(N=C2)Cl